(4-(1-(difluoromethyl)-1H-benzo[d]imidazol-2-yl)piperazin-1-yl)(3-(3-fluorophenyl)-1-methyl-1H-indazol-6-yl)methanone FC(N1C(=NC2=C1C=CC=C2)N2CCN(CC2)C(=O)C2=CC=C1C(=NN(C1=C2)C)C2=CC(=CC=C2)F)F